N-(1-methylpiperidin-4-yl)-5-(2-(quinolin-6-yl)-7H-pyrrolo[2,3-d]pyrimidin-5-yl)pyrazolo[1,5-a]pyridine-3-carboxamide CN1CCC(CC1)NC(=O)C=1C=NN2C1C=C(C=C2)C2=CNC=1N=C(N=CC12)C=1C=C2C=CC=NC2=CC1